(E)-N-benzyl-2-methylprop-2-en-1-imine C(C1=CC=CC=C1)/N=C/C(=C)C